ClC=1C(=CC2=C(C=NN(B2O)C2=CC(=CC=C2)SC)C1)C(F)(F)F 6-chloro-1-hydroxy-2-(3-methylsulfanylphenyl)-7-(trifluoromethyl)-2,3,1-benzodiazaborinine